NC1=NN=C(S1)C(C)NC1=NC(=NC=2CCN(CCC21)C(=O)OC(C)(C)C)C=2OC=CC2 tert-butyl 4-((1-(5-amino-1,3,4-thiadiazol-2-yl)ethyl)amino)-2-(furan-2-yl)-8,9-dihydro-5H-pyrimido[4,5-d]azepine-7(6H)-carboxylate